2-chloro-3-fluoro-4-(trimethylsilyl)-5,6,7,8-tetrahydronaphthalene-1-carboxylic acid ClC1=C(C=2CCCCC2C(=C1F)[Si](C)(C)C)C(=O)O